C(C)(C)N(C(OC(C=1N(C(=C(N1)C)I)COCC[Si](C)(C)C)C1=CC(=C(C=C1)F)Cl)=O)C(C)C (3-chloro-4-fluorophenyl)(5-iodo-4-methyl-1-((2-(trimethylsilyl)ethoxy)methyl)-1H-imidazol-2-yl)methyl diisopropylcarbamate